C12C(CC(C=C1)C2)Cl bicyclo[2.2.1]hept-5-ene-2-yl chloride